FC1=C(C=CC(=C1)F)C1=CC(=C(C=C1)OC)NC1=NC=NC2=CC(=C(C=C12)N1CC2(CCN(C2)C(C=C)=O)CC1)OC 1-(7-(4-((2',4'-difluoro-4-methoxy-[1,1'-biphenyl]-3-yl)amino)-7-methoxyquinazoline-6-yl)-2,7-diazaspiro[4.4]nonan-2-yl)prop-2-en-1-one